{2-[3-(pentafluoro-λ6-sulfanyl)phenyl]ethyl}pyrrolidine FS(C=1C=C(C=CC1)CCN1CCCC1)(F)(F)(F)F